COC(=O)C=1C=CC2=C(N(C=N2)CC=2OC=CN2)C1 1-(((S)-oxazol-2-yl)methyl)-1H-benzo[d]imidazole-6-carboxylic acid methyl ester